(S)-N-(2,5-dichlorobenzoyl)-3-methoxypropionamido-D-leucine borate citrate C(CC(O)(C(=O)O)CC(=O)O)(=O)O.B(O)(O)O.ClC1=C(C(=O)N([C@@H](CC(C)C)C(=O)O)NC(CCOC)=O)C=C(C=C1)Cl